(R)-1-(5-phenylpyrazolo[1,5-a]pyrimidin-7-yl)pyrrolidin-3-ol C1(=CC=CC=C1)C1=NC=2N(C(=C1)N1C[C@@H](CC1)O)N=CC2